3-(5-{2-(5-chloro-2-oxospiro[indoline-3,4'-piperidin]-1'-yl)ethoxy}-1-oxo-2-isoindolinyl)-1-methyl-2,6-piperidinedione ClC=1C=C2C(=CC1)NC(C21CCN(CC1)CCOC=1C=C2CN(C(C2=CC1)=O)C1C(N(C(CC1)=O)C)=O)=O